N,N-dimethyl-3-(5-((2R,5S)-5-methylpiperidin-2-yl)benzo[d]thiazol-2-yl)bicyclo[1.1.1]pentan-1-amine CN(C12CC(C1)(C2)C=2SC1=C(N2)C=C(C=C1)[C@@H]1NC[C@H](CC1)C)C